6-acetyl-3-(4-chlorophenyl)-3-((1-(hydroxymethyl)cyclopropyl)methoxy)-2-(4-((triisopropylsilyl)ethynyl)benzyl)isoindolin-1-one C(C)(=O)C1=CC=C2C(N(C(C2=C1)=O)CC1=CC=C(C=C1)C#C[Si](C(C)C)(C(C)C)C(C)C)(OCC1(CC1)CO)C1=CC=C(C=C1)Cl